N1=C2C(=CC=C1)CCCCC2=O 5,6,7,8-tetrahydro-9H-cyclohepta[b]pyridin-9-one